tert-butyl 3-[[1-(2-ethoxy-2-oxo-ethyl)-4-piperidyl]oxy]azetidine-1-carboxylate C(C)OC(CN1CCC(CC1)OC1CN(C1)C(=O)OC(C)(C)C)=O